ClC1=C(C(=O)NC2=C3C=NN(C3=CC=C2)C2=CC(=CC=C2)C(F)(F)F)C=C(C=C1)CNC(=O)C1CCCC1 2-Chloro-5-{[(cyclopentylcarbonyl)amino]methyl}-N-(1-[3-(trifluoromethyl)phenyl]-1H-indazol-4-yl)benzamide